ClC1=C(C=CC(=C1)F)NC1=CC(=NN1C)C N-(2-chloro-4-fluorophenyl)-1,3-dimethyl-1H-pyrazol-5-amine